C(#N)[C@@]1(CN(CC1)C)COC=1C(=CC(=NC1)C)C1=CC=2N(C=C1)N=C(C2)NC(=O)C2CC2 (R)-N-[5-[5-[(3-cyano-1-methyl-pyrrolidin-3-yl)methoxy]-2-methyl-4-pyridyl]pyrazolo[1,5-a]pyridin-2-yl]cyclopropanecarboxamide